NC([C@@H](C(=O)NO)NC(C1=CC=C(C=C1)C#CC1=CC=C(C=C1)CNCCOC)=O)(C)C (S)-N-(3-AMINO-1-(HYDROXYAMINO)-3-METHYL-1-OXOBUTAN-2-YL)-4-((4-(((2-METHOXYETHYL)AMINO)METHYL)PHENYL)ETHYNYL)BENZAMIDE